2,6-di-tert-butyl-4-(7-methylpyrido[1,2-a]indol-10-yl)phenol C(C)(C)(C)C1=C(C(=CC(=C1)C1=C2N(C3=CC=CC=C13)C=C(C=C2)C)C(C)(C)C)O